CSC=1SC2=C(N=C(N=C2O)C(F)(F)F)N1 2-(methylthio)-5-(trifluoromethyl)thiazolo[4,5-d]pyrimidin-7-ol